COC(=O)[C@H]1NCCC1 (S)-pyrrolidine-2-carboxylic acid methyl ester